C1(CC1)N1C(=NC(=C1)C(F)(F)F)C1=CC=C(C=C1)CN1C(C(=CC2=C1N=C(N=C2)C=2C(=NC=NC2OC)C2CC2)C=2C=NC(=NC2)C)=O 8-({4-[1-cyclopropyl-4-(trifluoromethyl)imidazol-2-yl]phenyl}methyl)-2-(4-cyclopropyl-6-methoxypyrimidin-5-yl)-6-(2-methylpyrimidin-5-yl)pyrido[2,3-d]pyrimidin-7-one